2-(5-amino-2-bromophenyl)propan-2-ol NC=1C=CC(=C(C1)C(C)(C)O)Br